CC1(OC(C(C(O1)=O)C(=O)[C@H]1N(CCOC1)C(=O)OC(C)(C)C)=O)C tert-butyl (3S)-3-(2,2-dimethyl-4,6-dioxo-1,3-dioxane-5-carbonyl)morpholine-4-carboxylate